N[C@H](C(=O)O)CC1=CC2=CC=C(C=C2C=C1)O (S)-2-amino-3-(6-hydroxynaphthalen-2-yl)propanoic acid